C(C)C1(OC2=C(OC1)C=CC=C2N2CCNCC2)CC 3,3-Diethyl-5-(piperazin-1-yl)-2,3-dihydro-1,4-benzodioxine